FC1(CCN(CC1)C(=O)C1=CC=C(C=C1)C1(COC1)O)OC1=CC=C(C=C1)C(F)(F)F (4-fluoro-4-(4-(trifluoromethyl)phenoxy)piperidin-1-yl)(4-(3-hydroxyoxetan-3-yl)phenyl)methanone